ClC=1C=C(C=CC1)N1C(\C(\CC1=O)=C\C1=C(OCC2=CC=C(C=C2)C2=NC=C(C(=O)OC)C=C2)C=CC=C1)=O methyl (E)-6-(4-((2-((1-(3-chlorophenyl)-2,5-dioxopyrrolidin-3-ylidene)methyl)phenoxy)methyl)phenyl)nicotinate